CO[Si](CCCOCC1CO1)(OC)OC trimethoxy(3-glycidyloxypropyl)silane